3-[5-(3-chloro-2-fluorophenoxy)-2-methylpyridin-4-yl]-5-(2,5-dimethylbenzyl)-5,6-dihydro-4H-1,2,4-oxadiazine ClC=1C(=C(OC=2C(=CC(=NC2)C)C2=NOCC(N2)CC2=C(C=CC(=C2)C)C)C=CC1)F